ClC=1C(=C(CC=2NC(=NN2)C(=O)NC2=NC=CC(=C2)C2=C(C=CC(=C2)OCCCC(C)(C)O)Cl)C=CC1F)F 5-(3-chloro-2,4-difluorobenzyl)-N-(4-(2-chloro-5-((4-hydroxy-4-methylpentyl)oxy)phenyl)pyridin-2-yl)-4H-1,2,4-triazole-3-carboxamide